[C@@H](C)(CC)NCCC(=O)NC1=C(C2=C(CN(CC2)C(=O)OC(C)(C)C)S1)C=1SC2=C(N1)C=C(C=C2)F tert-butyl (R)-2-(3-(sec-butylamino)propanamido)-3-(5-fluorobenzo[d]thiazol-2-yl)-4,7-dihydrothieno[2,3-c]pyridine-6(5H)-carboxylate